B(F)(F)F.COC=1C=C(C=CC1)CC(=O)[K] m-methoxyphenylacetyl-potassium trifluoroborate